CS(=O)(=O)O[C@H](C)CC (R)-sec-butyl methanesulfonate